C(#N)C=1C=C2C(CC(C2=CC1)=O)=O 5-cyano-1,3-indandione